4-(6-((4-methoxybenzyl)oxy)-2-(methylsulfonyl)pyrimidin-4-yl)morpholine COC1=CC=C(COC2=CC(=NC(=N2)S(=O)(=O)C)N2CCOCC2)C=C1